(5-(3-chloro-4-isopropoxyphenyl)-1,2,4-oxadiazol-3-yl)-3,3-dimethyl-2,3-dihydroindole-5-carbaldehyde ClC=1C=C(C=CC1OC(C)C)C1=NC(=NO1)C1NC2=CC=C(C=C2C1(C)C)C=O